phenylpyrrolinone C1(=CC=CC=C1)N1C=CC(C1)=O